BrC1=CC=2N(C=C1)C(=NN2)[C@@H]2C[C@@H](CCC2)NC2=NC=C(C(=N2)OC2COC2)C(F)(F)F N-[(1R,3S)-3-(7-bromo-[1,2,4]triazolo[4,3-a]pyridin-3-yl)cyclohexyl]-4-(oxetan-3-yloxy)-5-(trifluoromethyl)pyrimidin-2-amine